N1(CCCCC1)CCC(=O)O Piperidine-propionic acid